CC1(OB(OC1(C)C)C=1C=C(C=CC1)C=1C=NC2=C3N=CC=CC3=CC=C2C1)C 3-(3-(4,4,5,5-tetramethyl-1,3,2-dioxaborolan-2-yl)phenyl)-1,10-phenanthroline